ClC=1C=CC(=C(C1)[C@H]([C@@H](CN1CCCC1)NC(CC1CC2=CC=CC=C2C1)=O)O)F N-((1R,2R)-1-(5-chloro-2-fluorophenyl)-1-hydroxy-3-(pyrrolidin-1-yl)propan-2-yl)-2-(2,3-dihydro-1H-inden-2-yl)acetamide